NC=1C(=NC(=NC1Cl)Cl)C(=O)OC methyl 5-amino-2,6-dichloro-pyrimidine-4-carboxylate